1-(2,5-dichloropyrimidin-4-yl)-N,3-dimethylindoline-3-carboxamide ClC1=NC=C(C(=N1)N1CC(C2=CC=CC=C12)(C(=O)NC)C)Cl